methyl 2-[(3R)-3-methyl [1,4'-bipiperidine]-1'-yl]-1,3-thiazole-5-carboxylate C[C@H]1CN(CCC1)C1CCN(CC1)C=1SC(=CN1)C(=O)OC